O[C@H]1[C@H](O)[C@@H](O)CO1 α-L-Threose